propyl-dimethyl-(isopropoxy)silane C(CC)[Si](OC(C)C)(C)C